L-m-cyanobenzene C(#N)C=1C=CC=CC1